N1CC(C1)N1N=CC(=C1)C1=NN=C(O1)CC(C(=O)NC1=CC=C(C=C1)F)C1=C(C=C(C=C1)C(F)(F)F)C(F)(F)F ((5-(1-(azetidin-3-yl)-1H-pyrazol-4-yl)-1,3,4-oxadiazol-2-yl)methyl)-2-(2,4-bis(trifluoromethyl)phenyl)-N-(4-fluorophenyl)acetamide